2-(6-(4-acetylphenyl)-1-oxoisoindolin-2-yl)butanamido-5-fluoro-4-oxopentanoic acid C(C)(=O)C1=CC=C(C=C1)C1=CC=C2CN(C(C2=C1)=O)C(C(=O)NC(C(=O)O)CC(CF)=O)CC